COC=1C=C(C=CC1OC)C(C(CO)C1=C(C=CC=C1)OC)O 1-(3,4-dimethoxyphenyl)-2-(2-methoxyphenyl)-propane-1,3-diol